N-propyl-3H-benzo[b]Azepine-4-carboxamide C(CC)NC(=O)C1=CC2=C(N=CC1)C=CC=C2